CC(C)(C)C1=CC=CC=C1 4-(1,1-dimethylethyl)benzene